BrC1=CC=C(C(=O)[O-])C(=C1)C 4-bromo-6-methylbenzoate